pyrrolo[2,3-c]pyridazine-6-carboxylic acid N1=NC=CC2=C1N=C(C2)C(=O)O